FC1(CC(C(NC1)=O)CC1=CC=2N(N=C1)C=C(N2)[C@@H](NC(=O)C2=CC=NN2CC)C2CCC(CC2)C)F N-((1S)-(7-((5,5-difluoro-2-oxopiperidin-3-yl)methyl)imidazo[1,2-b]pyridazin-2-yl)((1r,4S)-4-methylcyclohexyl)methyl)-1-ethyl-1H-pyrazole-5-carboxamide